N-(4,6-dichloro-2,3-dihydro-1H-inden-1-yl)-4-(trifluoromethoxy)benzene-sulfonamide ClC1=C2CCC(C2=CC(=C1)Cl)NS(=O)(=O)C1=CC=C(C=C1)OC(F)(F)F